CN1N=CC=2C1=NC=NC2SCC(=O)C2=CC=C(S2)CNC(CC2=CC=CC=C2)=O N-((5-(2-((1-methyl-1H-pyrazolo[3,4-d]pyrimidin-4-yl)thio)acetyl)thiophen-2-yl)methyl)-2-phenylacetamide